(2R)-N,N-dimethyl-2,3-bis[(9Z)-9-octadecen-1-yloxy]-1-propanamine CN(C[C@H](COCCCCCCCC\C=C/CCCCCCCC)OCCCCCCCC\C=C/CCCCCCCC)C